4-Chloro-1-(6-(trifluoromethyl)pyridin-3-yl)-1H-pyrazol-3-amine ClC=1C(=NN(C1)C=1C=NC(=CC1)C(F)(F)F)N